1-(((2S,3S,4S)-3-ethyl-4-fluoro-5-oxopyrrolidin-2-yl)methoxy)-7-methoxy-4-((tetrahydro-2H-pyran-4-yl)ethynyl)isoquinoline-6-carboxamide C(C)[C@H]1[C@H](NC([C@H]1F)=O)COC1=NC=C(C2=CC(=C(C=C12)OC)C(=O)N)C#CC1CCOCC1